OC=1C(=NC=CC1OC)C(=O)N[C@H](C(=O)ON(C(C1=CC=C(C=C1)C(F)(F)F)C1=CC2=CC=CC=C2C=C1)C)C [methyl-[2-naphthyl-[4-(trifluoromethyl)phenyl] methyl]amino] (2S)-2-[(3-hydroxy-4-methoxy-pyridine-2-carbonyl) amino]propanoate